C(C)(C)(C)OC(C)(C)C Di-tert.butylether